2-(4-Fluoropiperidin-1-yl)ethan-1-ol FC1CCN(CC1)CCO